(±)-2-(2,3-Dibromo-5-methylbenzoyl)-3,4-dihydronaphthalen-1(2H)-one BrC1=C(C(=O)[C@H]2C(C3=CC=CC=C3CC2)=O)C=C(C=C1Br)C |r|